COC(=O)C=1C=CC2=C(N(C(=N2)CC2=C(C=C(C=C2)C2=CC=CC=3CC(OC32)C3=CC=CC=C3)F)CCOC)C1 2-(2-fluoro-4-(2-phenyl-2,3-dihydrobenzofuran-7-yl)benzyl)-1-(2-methoxyethyl)-1H-benzo[d]Imidazole-6-carboxylic acid methyl ester